CC=1N=CC(=NC1)N1CCC(CC1)CCN1N=C(C=2CCCCC12)C(=O)N1CCC(CC1)NC(C)=O N-[1-[1-[2-[1-(5-Methylpyrazin-2-yl)-4-piperidyl]ethyl]-4,5,6,7-tetrahydroindazol-3-carbonyl]-4-piperidyl]acetamid